5-(1,3-bis(7-methoxy-4,9-dihydro-3H-pyrido[3,4-b]indol-1-yl)propan-2-yl)-2,3-dimethoxyphenol COC1=CC=C2C3=C(NC2=C1)C(=NCC3)CC(CC3=NCCC1=C3NC3=CC(=CC=C13)OC)C=1C=C(C(=C(C1)O)OC)OC